COCC1(C(=C(C(=C1C)C)C)C)C(C)OC 1-methoxymethyl-1-(1'-methoxyethyl)-2,3,4,5-tetramethylcyclopentadiene